(3R)-6-[7-fluoro-1-oxo-6-[5-(trifluoromethyl)pyrimidin-2-yl]-2-isoquinolinyl]-3-[[6-oxo-5-(trifluoromethyl)-1H-pyridazin-4-yl]amino]hexanenitrile FC1=C(C=C2C=CN(C(C2=C1)=O)CCC[C@H](CC#N)NC=1C=NNC(C1C(F)(F)F)=O)C1=NC=C(C=N1)C(F)(F)F